sodium 2-[(2-aminoethyl)amino]ethansulfonate NCCNCCS(=O)(=O)[O-].[Na+]